CC=1N=C(SC1C1=NC(=NC=C1)SC)N 4-methyl-5-(2-(methylsulfanyl)pyrimidin-4-yl)thiazol-2-amine